hexadecene acrylate C(C=C)(=O)O.C=CCCCCCCCCCCCCCC